2-(4-(4,6-dichloro-1,3,5-triazine-2-amido)phenylsulfonyl)ethylsodium sulfate S(=O)(=O)(O)O.ClC1=NC(=NC(=N1)Cl)C(=O)NC1=CC=C(C=C1)S(=O)(=O)CC[Na]